(5R)-3-bromo-5-[3-(4-chlorophenoxy)-4-methyl-phenyl]-4,5-dihydroisoxazole BrC1=NO[C@H](C1)C1=CC(=C(C=C1)C)OC1=CC=C(C=C1)Cl